(E)-(6-chloro-7-methoxy-2-methyl-3-(4-(4-(trifluorometh-oxy)phenoxy)phenyl)quinolin-4-yloxy)methyl octadec-9-enoate C(CCCCCCC\C=C\CCCCCCCC)(=O)OCOC1=C(C(=NC2=CC(=C(C=C12)Cl)OC)C)C1=CC=C(C=C1)OC1=CC=C(C=C1)OC(F)(F)F